1,1'-((((((2,2'-dimethyl-[1,1'-biphenyl]-3,3'-diyl)bis(azanediyl))bis(carbonyl))bis(4-cyclopropylpyridine-6,3-diyl))bis(methylene))bis(azanediyl))bis(cyclopropane-1-carboxylic acid) CC1=C(C=CC=C1NC(=O)C1=CC(=C(C=N1)CNC1(CC1)C(=O)O)C1CC1)C1=C(C(=CC=C1)NC(=O)C1=CC(=C(C=N1)CNC1(CC1)C(=O)O)C1CC1)C